3-(7-{[(4R)-8-chloro-4-ethyl-1,1-dioxo-3,4-dihydro-2H-pyrido[2,3-b][1,4,5]oxathiazepin-2-yl]methyl}-2,3-dihydro-1H-inden-5-yl)-3-(1,4-dimethyl-1H-benzotriazol-5-yl)propanoic acid ClC1=CC2=C(O[C@@H](CN(S2(=O)=O)CC=2C=C(C=C3CCCC23)C(CC(=O)O)C2=C(C3=C(N(N=N3)C)C=C2)C)CC)N=C1